(3-(trimethoxysilyl)propyl)ethylenediamine CO[Si](CCCNCCN)(OC)OC